4-(4-amino-6-(4-methacrylamidophenyl)-7-methyl-7H-pyrrolo[2,3-d]pyrimidin-5-yl)-N-((1s,3s)-3-fluorocyclobutyl)-2-(methoxymethyl)benzamide NC=1C2=C(N=CN1)N(C(=C2C2=CC(=C(C(=O)NC1CC(C1)F)C=C2)COC)C2=CC=C(C=C2)NC(C(=C)C)=O)C